N-(9-ethyl-5-fluoro-9-hydroxy-4-methyl-10,13-dioxo-2,3,9,10,13,15-hexahydro-1H,12H-benzo[de]pyrano[3',4':6,7]indolizino[1,2-b]quinolin-1-yl)-3-hydroxy-2,2-dimethylpropanamide C(C)C1(C(OCC=2C(N3CC=4C(=NC=5C=C(C(=C6C5C4C(CC6)NC(C(CO)(C)C)=O)C)F)C3=CC21)=O)=O)O